CN(C=1N=CC=NC1)C1CC(NC(C1)(C)C)(C)C 5-(methyl(2,2,6,6-tetramethylpiperidin-4-yl)amino)pyrazin